CC1=CN=C(S1)C1=C2C=NN(C2=CC(=C1)C(=O)N[C@H](C)C=1C=NC(=NC1)C(F)(F)F)CC1CCOCC1 (R)-4-(5-methylthiazol-2-yl)-1-((tetrahydro-2H-pyran-4-yl)methyl)-N-(1-(2-(trifluoromethyl)pyrimidin-5-yl)ethyl)-1H-indazole-6-carboxamide